C(C)(C)(C1=CC=CC=C1)OO alpha-cumylhydroperoxide